[Pb].[Al].[Zn].ClC1=C2CCN[C@@H](C2=C(C=C1)OCC=1N=NN(C1C(F)F)C)CN1C(CCC1)=O (S)-1-((5-chloro-8-((5-(difluoromethyl)-1-methyl-1H-1,2,3-triazol-4-yl)methoxy)-1,2,3,4-tetrahydroisoquinolin-1-yl)methyl)pyrrolidin-2-one zinc-aluminium-lead